CC(C(=O)[O-])=CC(=O)[O-] methylbut-2-enedioate